ClC=1C=C2C(C=C(OC2=C(C1)O)C(=O)NCC1(CCCCC1)O)=O 6-chloro-8-hydroxy-N-((1-hydroxycyclohexyl)methyl)-4-oxo-4H-chromene-2-carboxamide